O=C1NNC(C1=CC1=CC=C(OCCC(=O)NC=2SC3=C(N2)C=CC(=C3)OC(F)(F)F)C=C1)=O 3-(4-((3,5-dioxopyrazolidin-4-ylidene)methyl)phenoxy)-N-(6-(trifluoromethoxy)benzo[d]thiazol-2-yl)propanamide